CC1=CC2=CC(=CC=C2C=C1)B(O)O 2-METHYLNAPHTHALENE-7-BORONIC ACID